FC=1C(=C(C=C2C=CC(=CC12)OCCCCC#N)O)N1S(NC(C1)=O)(=O)=O 5-{[8-fluoro-6-hydroxy-7-(1,1,4-trioxo-1λ6,2,5-thiadiazolidin-2-yl)naphthalen-2-yl]oxy}pentanenitrile